(s)-(3-(1-ethyl-6-oxo-1,6-dihydropyridin-3-yl)-4,4-difluoropiperidin-1-yl)propanamide C(C)N1C=C(C=CC1=O)C1CN(CCC1(F)F)[C@H](C(=O)N)C